8-chloro-N-cyclobutyl-1-[trans-4-(pyridin-2-yloxy)cyclohexyl]-5,6-dihydro-4H-[1,2,4]triazolo[4,3-a][1]benzazepine-5-amine ClC=1C=CC2=C(CC(CC=3N2C(=NN3)[C@@H]3CC[C@H](CC3)OC3=NC=CC=C3)NC3CCC3)C1